7-((5-Chloro-3-(2,2,2-trifluoroethoxy)pyridin-2-yl)oxy)-N-(4-(difluoromethyl)-1,1-dioxidotetrahydro-2H-thiopyran-4-yl)-[1,2,4]triazolo[1,5-a]pyridine-2-carboxamide ClC=1C=C(C(=NC1)OC1=CC=2N(C=C1)N=C(N2)C(=O)NC2(CCS(CC2)(=O)=O)C(F)F)OCC(F)(F)F